FC(C(=O)O[Si](C)(C)C)C(=O)O[Si](C)(C)C bis(trimethylsilyl) fluoromalonate